COC(C1=CC=C(C=C1)CS(N[C@@H](CC1=CC=C(C=C1)NS(=O)(=O)O)C=1N=C(SC1)CC)(=O)=O)=O (S)-4-{[1-(2-ethylthiazol-4-yl)-2-(4-sulfoaminophenyl)ethylsulfamoyl]methyl}-benzoic acid methyl ester